4-(1-(3,5-dimethylphenyl)-1H-imidazo[4,5-b]pyridin-2-yl)-6-methyl-2-(1-methyl-1H-pyrazol-4-yl)-1,6-dihydro-7H-pyrrolo[2,3-c]pyridin-7-one CC=1C=C(C=C(C1)C)N1C(=NC2=NC=CC=C21)C=2C1=C(C(N(C2)C)=O)NC(=C1)C=1C=NN(C1)C